CSCCCC1=NC2=CC=CC=C2C(N1)=O 2-(3-(methylthio)propyl)quinazolin-4(3H)-one